(R)-N,N-dimethyl-1-(3-(7-(1-(1-methylpiperidin-4-yl)-1H-pyrazol-4-yl)-5H-pyrrolo[2,3-b]pyrazin-2-yl)-5-(2-methylpyrrolidin-1-yl)phenyl)methylamine CN(C)CC1=CC(=CC(=C1)N1[C@@H](CCC1)C)C=1N=C2C(=NC1)NC=C2C=2C=NN(C2)C2CCN(CC2)C